C(C)(C)(C)OC(=O)NCCCCCC(=O)OCC(CCCCCCCC)CCCCCC 2-Hexyldecyl 6-((tert-butoxycarbonyl)amino)hexanoate